(4-(allyloxy)-4-methylpiperidin-1-yl)-4-chlorobenzoic acid C(C=C)OC1(CCN(CC1)C1=C(C(=O)O)C=CC(=C1)Cl)C